CC1=C(C=CC=C1C)O 2,3-dimethyl-phenol